N-(3-(cyanomethoxy)phenyl)-2-(2-(6-((cis)-2,6-dimethylmorpholino)pyridin-2-yl)-1,6-naphthyridin-7-yl)acetamide C(#N)COC=1C=C(C=CC1)NC(CC1=NC=C2C=CC(=NC2=C1)C1=NC(=CC=C1)N1C[C@@H](O[C@@H](C1)C)C)=O